(1R,3S)-3-(3-{[(1-methyl-1H-pyrazol-4-yl)acetyl]amino}-1H-pyrazol-5-yl)cyclopentyl(4-methyltetrahydro-2H-pyran-4-yl)carbamate CN1N=CC(=C1)CC(=O)NC1=NNC(=C1)[C@@H]1C[C@@H](CC1)N(C([O-])=O)C1(CCOCC1)C